(S)-(1-(5-chloro-4-(1H-1,2,4-triazol-1-yl)pyridin-2-yl)-2-hydroxyethyl)carbamic acid tert-butyl ester C(C)(C)(C)OC(N[C@H](CO)C1=NC=C(C(=C1)N1N=CN=C1)Cl)=O